C1(CCC1)N1C(=NC2=C1C(=C(C(=C2)F)C2(CCC2)O)F)NC(CC(C)(C)C)=O N-(1-cyclobutyl-5,7-difluoro-6-(1-hydroxycyclobutyl)-1H-benzo[d]imidazol-2-yl)-3,3-dimethylbutanamide